BrCCOC1=CC2=C(C(C=C(O2)C2=CC=CC=C2)=O)C(=C1OC)O 7-(2-bromoethoxy)-5-hydroxy-6-methoxy-2-phenyl-4H-benzopyran-4-one